4-(3-chloro-4-fluoroanilino)-7-methoxy-6-(3-(4-morpholinyl)propoxy)quinazoline ClC=1C=C(NC2=NC=NC3=CC(=C(C=C23)OCCCN2CCOCC2)OC)C=CC1F